2-(((R)-1-(2-((R)-3,3-difluoro-2-methylpyrrolidin-1-yl)-3,7-dimethyl-4-oxo-4H-pyrido[1,2-a]pyrimidin-9-yl)ethyl)amino)benzoic acid FC1([C@H](N(CC1)C=1N=C2N(C(C1C)=O)C=C(C=C2[C@@H](C)NC2=C(C(=O)O)C=CC=C2)C)C)F